O=C1NC(CCC1N1C(N(C2=C1C=CC=C2CCCOCCOCCOCCOCC(=O)[O-])C)=O)=O 2-[2-[2-[3-[1-(2,6-dioxo-3-piperidyl)-3-methyl-2-oxo-benzimidazol-4-yl]propoxyl ethoxy]ethoxy]ethoxy]acetate